C1(CC1)N(C(CC1=CC=CC(=N1)NC=1SC(=CN1)C(=O)NC1=C(C(=CC=C1C)O)C)=O)C1CC1 2-[[6-[2-(dicyclopropylamino)-2-oxo-ethyl]-2-pyridyl]amino]-N-(3-hydroxy-2,6-dimethyl-phenyl)thiazole-5-carboxamide